CC1=C2C(=CC(=C1)O2)CCCC 2-methyl-6-n-butyl-1,4-phenylene ether